2-(4-(4-fluoro-1,3-dioxoisoquinolin-2-yl)piperidin-1-yl)-N-(2-((4-fluorobenzyl)(7-nitrobenzo[c][1,2,5]oxadiazol-4-yl)amino)ethyl)acetamide FC1C(N(C(C2=CC=CC=C12)=O)C1CCN(CC1)CC(=O)NCCN(C1=CC=C(C2=NON=C21)[N+](=O)[O-])CC2=CC=C(C=C2)F)=O